N1(CCNCCC1)C1=CN=C2C=CC(=NC2=C1)C=1C(=NNC1)C1=NC(=CC=C1)C 7-(1,4-diazepan-1-yl)-2-[3-(6-methyl-2-pyridyl)-1H-pyrazol-4-yl]-1,5-naphthyridine